3-dodecoxypropane-1,2-diol C(CCCCCCCCCCC)OCC(CO)O